C(C1=CC=CC=C1)N1CCCC12CN(CC2)C=2C=C(N=NC2C)C=2C(NC(NC2)=O)=O 5-[5-(1-benzyl-1,7-diazaspiro[4.4]nonan-7-yl)-6-methyl-pyridazin-3-yl]-1H-pyrimidine-2,4-dione